5-bromo-2-trifluoromethoxytoluene BrC=1C=CC(=C(C)C1)OC(F)(F)F